8-cyclopentyl-6-(1-ethoxyvinyl)-5-methylpyrido[2,3-d]pyrimidin-7-one C1(CCCC1)N1C(C(=C(C2=C1N=CN=C2)C)C(=C)OCC)=O